N(=[N+]=[N-])CCOCCOCCOCCN1C(C2=CC=CC=3C2=C(C1=O)C=CC3Br)=O 2-(2-(2-(2-(2-azidoethoxy)ethoxy)ethoxy)ethyl)-6-bromo-1H-benzo[de]isoquinoline-1,3(2H)-dione